4,6-bis-(4-chloro-phenyl)-2-(9,9-diphenyl-[9H]fluoren-3-yl)-pyrimidine ClC1=CC=C(C=C1)C1=NC(=NC(=C1)C1=CC=C(C=C1)Cl)C=1C=CC=2C(C3=CC=CC=C3C2C1)(C1=CC=CC=C1)C1=CC=CC=C1